FC1=CC=C2C(CCOC2=C1)=CC1=CC=C(C=C1)S(=O)(=O)NN (7-fluorochroman-4-ylidene)-4-toluenesulfonhydrazide